N1(N=CC=C1)C[C@@H]1C[C@H](CN1C#N)NC(=O)C=1OC(=NN1)C1=C(C=CC(=C1)C#N)C1CC1 N-((3R,5S)-5-((1H-Pyrazol-1-yl)methyl)-1-cyanopyrrolidin-3-yl)-5-(5-cyano-2-cyclopropylphenyl)-1,3,4-oxadiazole-2-carboxamide